COC1=CC=C(C=C1)NC1=NC=2N(C3=C1C=CN=C3)N=C(C2)C(=O)O 5-((4-methoxyphenyl)amino)pyrazolo[1,5-a]pyrido[4,3-e]pyrimidine-2-carboxylic acid